N[C@H](CCC(=O)[O-])C(=O)[O-] (D)-glutamate